((3aS,4R,6R,6aR)-6-((6-chloro-5-(2,2-diethoxyethyl)pyrimidin-4-yl)amino)-2,2-dimethyltetrahydrothieno[3,4-d][1,3]dioxol-4-yl)methyl acetate C(C)(=O)OC[C@H]1S[C@H]([C@@H]2OC(O[C@@H]21)(C)C)NC2=NC=NC(=C2CC(OCC)OCC)Cl